CC(O)C1=CC(=CC=C1)OC1=CC=CC=C1 α-methyl-3-phenoxybenzenemethanol